[N+](=[N-])=CC(=O)OCC ethyl α-diazoacetate